FC(C1=CC(=NC(=C1)NCC1=CC(=C(C=C1)C)C)NC1=NC=C(C(=O)OC)C(=C1)N[C@H]1[C@H](C1)F)F Methyl 6-((4-(difluoromethyl)-6-((3,4-dimethylbenzyl)amino)pyridin-2-yl)amino)-4-(((1R,2S)-2-fluorocyclopropyl)amino)nicotinate